C\C(=C/CC=1C(=C(C(=O)O)C(=CC1O)CCCCC=C)O)\CCC=C(C)C (E)-3-(3,7-dimethylocta-2,6-dien-1-yl)-6-(hex-5-en-1-yl)-2,4-dihydroxybenzoic acid